O=S1C=2C=CC=CC2NC2=CC=CC=C12 oxophenothiazine